(5S,6R)-2-amino-6-((S)-5H-imidazo[5,1-a]isoindol-5-yl)-5,6,7,8-tetrahydroquinolin-5-ol NC1=NC=2CC[C@@H]([C@@H](C2C=C1)O)[C@@H]1N2C(C3=CC=CC=C13)=CN=C2